Methyl 2-(6-(5-chloro-1-methyl-1H-imidazol-4-yl)-2,3-difluorophenyl)imidazo[1,2-a]pyridine-7-carboxylate ClC1=C(N=CN1C)C1=CC=C(C(=C1C=1N=C2N(C=CC(=C2)C(=O)OC)C1)F)F